dimethoxy-amine CONOC